(R)-tetrahydrothiophene S1CCCC1